4-((4-(4-((4-(4-chlorophenyl)-3,9-dimethyl-6H-thieno[3,2-f][1,2,4]triazolo[4,3-a][1,4]diazepin-2-yl)ethynyl)-1H-pyrazol-1-yl)butyl)amino)-2-(6-oxopiperidin-3-yl)isoindoline-1,3-dione ClC1=CC=C(C=C1)C1=NCC=2N(C3=C1C(=C(S3)C#CC=3C=NN(C3)CCCCNC3=C1C(N(C(C1=CC=C3)=O)C3CNC(CC3)=O)=O)C)C(=NN2)C